C1(CC1)CNCCC(=O)OCC Ethyl N-(cyclopropylmethyl)-beta-alaninate